N1C=NC2=C1C=C(C=C2)\C=C/2\C(NC(=N2)NC2=CC1=C(N=CS1)C=C2)=O (Z)-5-((1H-benzo[d]imidazol-6-yl)methylene)-2-(benzo[d]thiazol-6-ylamino)-3,5-dihydro-4H-imidazol-4-one